tetrahydro-[3,3'-bifuran]-2,2',5,5'-tetraone O1C(C(CC1=O)C1C(OC(C1)=O)=O)=O